C(C1=CC=CC=C1)[N+](C)(C)CCCCCC benzylhexyldimethylammonium